O,O'-diallyl-bisphenol A C(C=C)OC1=CC=C(C=C1)C(C)(C)C1=CC=C(C=C1)OCC=C